2-acetoxy-3-(tertiary butyl)-5-ethyl-benzoic acid C(C)(=O)OC1=C(C(=O)O)C=C(C=C1C(C)(C)C)CC